(S)-1-(1H-imidazole-5-carbonyl)-N-(3,4,5-trifluorophenyl)pyrrolidine-3-carboxamide N1C=NC=C1C(=O)N1C[C@H](CC1)C(=O)NC1=CC(=C(C(=C1)F)F)F